C(=O)OC1=C(C=CC(=C1)C(F)(F)F)C1=NN=C(C2=CC=CC=C12)N[C@H]1CN(CCC1)C 2-(4-{[(3R)-1-methylpiperidin-3-yl]amino}phthalazin-1-yl)-5-(trifluoromethyl)phenol formate